2-(4-(difluoromethylene)piperidin-1-yl)-4-(2-hydroxyethanesulphonylamino)-N-(7,8,9,10-tetrahydro-6H-benzo[4,5]imidazo[1,2-a]azepin-4-yl)benzamide FC(=C1CCN(CC1)C1=C(C(=O)NC2=CC=CC3=C2N=C2N3CCCCC2)C=CC(=C1)NS(=O)(=O)CCO)F